FC1=CC2=C(N(C(N=C2N2[C@H](CN(CC2)C(=O)OC(C)(C)C)C)=C=O)C=2C(=NC=CC2C)C(C)C)N=C1C=1C(=NC=CC1)SC tert-butyl (S)-4-(6-fluoro-1-(2-isopropyl-4-methylpyridin-3-yl)-7-(2-(methylthio) pyridin-3-yl)-2-carbonyl-1,2-dihydropyrido[2,3-d]pyrimidin-4-yl)-3-methylpiperazine-1-carboxylate